N-(6-methoxy-6'-(morpholinomethyl)-[2,3'-bipyridin]-5-yl)-5-methyl-3-phenyl-isoxazole-4-carboxamide COC1=C(C=CC(=N1)C=1C=NC(=CC1)CN1CCOCC1)NC(=O)C=1C(=NOC1C)C1=CC=CC=C1